tert-butyl 3-[(5-bromo-3-methylpyrazin-2-yl)sulfanyl]pyrrolidine-1-carboxylate BrC=1N=C(C(=NC1)SC1CN(CC1)C(=O)OC(C)(C)C)C